CNCC1=CC(=C(C=C1)Cl)Cl N-methyl-3,4-dichlorobenzylamine